(±)-1-benzyl-3-(3-bromophenyl)piperidin-3-amine C(C1=CC=CC=C1)N1C[C@](CCC1)(N)C1=CC(=CC=C1)Br |r|